COC1=CCCCCCC1 1-(methoxy)cyclooctene